COC1=CC=C(C=C1)C1(C=CC2=C(O1)C=1C=C(C=CC1C1=C2C(C2=CC(=CC=C21)C)(C2=CC=CC=C2)OCCO)C)C2=CC=C(C=C2)OC 3,3-bis(4-methoxyphenyl)-6,11-dimethyl-13-hydroxyethoxy-13-phenyl-3H,13H-indeno[2',3':3,4]naphtho[1,2-b]pyran